(tert-butyl)-L-phenylalanine C(C)(C)(C)N[C@@H](CC1=CC=CC=C1)C(=O)O